C(C)(C)(C)OC(=O)N1C[C@H](CC1)N1C(N(C=2C1=NC=C(C2)C)C2=CC=C(C=C2)C2=CC=C(C=C2)C(=O)OC)=O (S)-3-(1-(4'-(methoxycarbonyl)-[1,1'-biphenyl]-4-yl)-6-methyl-2-oxo-1,2-dihydro-3H-imidazo[4,5-b]pyridin-3-yl)pyrrolidine-1-carboxylic acid tert-butyl ester